(S)-41-(2,5-dioxo-2,5-dihydro-1H-pyrrol-1-yl)-38-oxo-2,5,8,11,14,17,20,23,26,29,32,35-dodecaoxa-39-azadotetracontan-42-oic acid O=C1N(C(C=C1)=O)[C@@H](CNC(CCOCCOCCOCCOCCOCCOCCOCCOCCOCCOCCOCCOC)=O)C(=O)O